2-(2-dimethylaminoethoxy)-hexanol CN(CCOC(CO)CCCC)C